FC=1C(=C(C(=CC1)F)C=1C(=CN(C1)COCC[Si](C)(C)C)C(=O)OC)C Methyl 4-(3,6-difluoro-2-methylphenyl)-1-{[2-(trimethylsilyl)ethoxy]methyl}pyrrole-3-carboxylate